6-bromo-2-formyl-N,N-dimethyl-pyrrolo[3,2-c]pyridine-1-sulfonamide BrC1=CC2=C(C=N1)C=C(N2S(=O)(=O)N(C)C)C=O